tert-butyl N-[[2-(benzyloxycarbonylamino)acetyl]amino]carbamate C(C1=CC=CC=C1)OC(=O)NCC(=O)NNC(OC(C)(C)C)=O